BrC=1C=C(C=CC1)[Se]C1C(=NC=CC1)C1=CC=CC=C1 3-((3-Bromophenyl)seleno)-2-phenyl-4H-pyridin